(1R,3aR,6aS)-2-((S)-2-fluoro-2-(3-fluorophenyl)propanoyl)-N-((R)-4-fluoro-3-oxo-1-((S)-2-oxopyrrolidin-3-yl)butan-2-yl)octahydrocyclopenta[c]pyrrole-1-carboxamide F[C@@](C(=O)N1[C@H]([C@@H]2[C@H](C1)CCC2)C(=O)N[C@H](C[C@H]2C(NCC2)=O)C(CF)=O)(C)C2=CC(=CC=C2)F